2-[[6-[3-(6-methyl-2-pyridyl)-1H-pyrazol-4-yl]-1,5-naphthyridin-3-yl]amino]-1-morpholino-ethanone CC1=CC=CC(=N1)C1=NNC=C1C=1N=C2C=C(C=NC2=CC1)NCC(=O)N1CCOCC1